Z-phenylalanine N[C@@H](CC1=CC=CC=C1)C(=O)O